1-(3-(4-(cyclopropanecarbonyl)piperazin-1-yl)benzyl)-5-methyl-N-(4-(trifluoromethyl)phenyl)-1H-pyrazole-3-carboxamide C1(CC1)C(=O)N1CCN(CC1)C=1C=C(CN2N=C(C=C2C)C(=O)NC2=CC=C(C=C2)C(F)(F)F)C=CC1